3-({5-methyl-1-[1-(2,2,2-trifluoroethyl)pyrazolo[3,4-b]pyrazin-6-yl]piperidin-3-yl}methoxy)-2-(trifluoromethyl)pyridine CC1CC(CN(C1)C1=CN=C2C(=N1)N(N=C2)CC(F)(F)F)COC=2C(=NC=CC2)C(F)(F)F